C(C)N1CCN(CC1)C1=CC=C(C=C1)C1=C(OC(=C1)[N+](=O)[O-])C(=O)N (4-(4-ethylpiperazin-1-yl)phenyl)-5-nitrofuran-2-carboxamide